C(CC)[Sn]OCCCC n-propyl-(butoxy)tin